(4aR,8aS)-6-[6-[(5-fluoro-3-pyridyl)methyl]-2-azaspiro[3.3]heptane-2-carbonyl]-4,4a,5,7,8,8a-hexahydropyrido[4,3-b][1,4]oxazin-3-one FC=1C=C(C=NC1)CC1CC2(CN(C2)C(=O)N2C[C@@H]3[C@@H](OCC(N3)=O)CC2)C1